CN1C(N(C2=C3C(=NC=C21)NC(=C3)C3=CC=C(C=C3)CN3CCC(CC3)S(=O)(=O)C)C3COCCC3)=O 3-methyl-7-(4-((4-(methylsulfonyl)piperidin-1-yl)methyl)phenyl)-1-(tetrahydro-2H-pyran-3-yl)-3,6-dihydroimidazo[4,5-d]pyrrolo[2,3-b]pyridin-2(1H)-one